FC1(CCC(CC1)C1=C(C=C2C(NC(N3C2=C1SCC(C3)C3=NC=CC=C3)=O)=O)C(F)(F)F)F 11-(4,4-difluorocyclohexyl)-3-(pyridin-2-yl)-10-(trifluoromethyl)-3,4-dihydro-2H,6H-[1,4]thiazepino[2,3,4-ij]quinazoline-6,8(7H)-dione